COC=1C2=C(N=C(N1)NC1=CC=C(C=C1)CN1CCN(CC1)C)NC=C2C2=CC=C(C=C2)O 4-(4-methoxy-2-((4-((4-methylpiperazin-1-yl)methyl)phenyl)amino)-7H-pyrrolo[2,3-d]pyrimidin-5-yl)phenol